N-(7-(3-azidopropoxy)-4-((3-chloro-4-fluorophenyl)amino)quinazolin-6-yl)-4-(dimethylamino)but-2-enamide N(=[N+]=[N-])CCCOC1=C(C=C2C(=NC=NC2=C1)NC1=CC(=C(C=C1)F)Cl)NC(C=CCN(C)C)=O